(3R)-3-{[methoxy(methyl)carbamoyl]methoxy}piperidine-1-carboxylic acid tert-butyl ester C(C)(C)(C)OC(=O)N1C[C@@H](CCC1)OCC(N(C)OC)=O